O1C=CC2=C1C=C(C=C2)C(=O)N2CC1=CC(=C(C(=C1CC2)Cl)C(=O)N[C@@H](CC2=CC(=CC=C2)S(=O)(=O)C)C(=O)O)Cl N-{[2-(1-Benzofuran-6-ylcarbonyl)-5,7-dichloro-1,2,3,4-tetrahydro-6-isoquinolinyl]carbonyl}-3-(methylsulfonyl)-L-phenylalanine